FC(C(C(C(OC)(F)F)(F)F)(F)F)(F)F 1,1,1,2,2,3,3,4,4-nonafluoro-4-methoxy-butane